5-(4-((3-ethyl-6-fluoro-2,4-dioxo-1,2,3,4-tetrahydroquinazolin-7-yl)methyl)piperazin-1-yl)-6-chloro-N-methylpyridinecarboxamide C(C)N1C(NC2=CC(=C(C=C2C1=O)F)CN1CCN(CC1)C=1C=CC(=NC1Cl)C(=O)NC)=O